OC1(CCC1)C#CC1=CC2=C(OC[C@@H](C(N2C)=O)NC(C2=NC=CC(=C2)OC2=CC=CC=C2)=O)C=C1 (S)-N-(7-((1-hydroxycyclobutyl)ethynyl)-5-methyl-4-oxo-2,3,4,5-tetrahydrobenzo[b][1,4]oxazepin-3-yl)-4-phenoxypicolinamide